NC(C(=O)O)C(CC(C)(C)C)C1=CNC2=CC=CC=C12 2-amino-3-(1H-indol-3-yl)-5,5-dimethylhexanoic acid